decyne stearate C(CCCCCCCCCCCCCCCCC)(=O)O.C#CCCCCCCCC